2-(2-ethoxyethoxy)ethylbromide C(C)OCCOCCBr